FC(C(=O)O)(F)F.FC1=C(CC2CC3(CNC3)C2)C(=CC=C1)OC 6-(2-fluoro-6-methoxybenzyl)-2-azaspiro[3.3]heptane 2,2,2-trifluoroacetate